FC1=C(C(=O)NCC23CCC(CC2)(CC3)C3=NC(=NO3)C=3N=NC(=CC3)C(F)(F)F)C=CC(=C1F)O 2,3-difluoro-4-hydroxy-N-[(4-{3-[6-(trifluoromethyl)pyridazin-3-yl]-1,2,4-oxadiazol-5-yl}bicyclo[2.2.2]octan-1-yl)methyl]benzamide